(R)-2-((R)-3-Methyl-morpholin-4-yl)-9-(2-oxobutyl)-6-trifluoromethyl-6,7,8,9-tetrahydro-pyrimido[1,2-a]-pyrimidin-4-one C[C@H]1N(CCOC1)C=1N=C2N(C(C1)=O)[C@H](CCN2CC(CC)=O)C(F)(F)F